FC1=CC=C(C=N1)C1=NC(=C2C(=N1)N(N=C2)C2=CC=C(C=C2)OC)NC(=O)C=2SC(=CC2)[N+](=O)[O-] N-(6-(6-fluoropyridin-3-yl)-1-(4-methoxyphenyl)-1H-pyrazolo[3,4-d]pyrimidin-4-yl)-5-nitrothiophene-2-carboxamide